[Nb].[Ra].[Ni] nickel radium-niobium